N-(4-(1,4-dioxo-8-azaspiro[4.5]decan-8-yl)benzyl)-2-(9-(pyridin-2-yl)-6-oxaspiro[4.5]decan-9-yl)ethylamine O=C1CCC(C12CCN(CC2)C2=CC=C(CNCCC1(CCOC3(CCCC3)C1)C1=NC=CC=C1)C=C2)=O